5-(2,4-dihydroxybenzylidene)-1-methyl-3-(2-morpholinoethyl)-2-selenoxoimidazolidin-4-one OC1=C(C=C2C(N(C(N2C)=[Se])CCN2CCOCC2)=O)C=CC(=C1)O